FC(OC1=C(CN2C(N(C(C3=CC=C(C=C23)C(=O)NCC2=C(C=C(C=C2F)F)F)C)C)=O)C(=CC=C1)F)F 1-(2-(difluorometh-oxy)-6-fluorobenzyl)-3,4-dimethyl-2-oxo-N-(2,4,6-trifluorobenzyl)-1,2,3,4-tetrahydro-quinazoline-7-carboxamide